(2S)-N2-(2-(4,4-difluoropiperidin-1-yl)-6-methoxy-7-(3-(pyrrolidin-1-yl)propoxy)quinazolin-4-yl)-N1-((tetrahydrofuran-2-yl)methyl)propane-1,2-diamine FC1(CCN(CC1)C1=NC2=CC(=C(C=C2C(=N1)N[C@H](CNCC1OCCC1)C)OC)OCCCN1CCCC1)F